2-(3-(3-(1H-benzo[d]imidazol-1-yl)-8-azabicyclo[3.2.1]oct-8-yl)propyl)-2-amino-6-boronohexanoic acid N1(C=NC2=C1C=CC=C2)C2CC1CCC(C2)N1CCCC(C(=O)O)(CCCCB(O)O)N